(S)-4-(3-((tert-butoxycarbonyl)amino)-3-methylpyrrolidin-1-yl)-2-cyano-2'-methoxy-[3,4'-bipyridine]-5-carboxylic acid C(C)(C)(C)OC(=O)N[C@@]1(CN(CC1)C1=C(C(=NC=C1C(=O)O)C#N)C1=CC(=NC=C1)OC)C